C1(=CC=CC=C1)P(=O)(C1=CC=CC=C1)C1OC2=CC=CC=C2C(C1)=O 2-(diphenylphosphoryl)chroman-4-one